3'-((1E,1'E)-(2,5-dimethoxy-1,4-phenylene)bis(ethane-2,1-diyl))dipyridine COC1=C(C=C(C(=C1)CCC1=NC=CC=C1)OC)CCC1=NC=CC=C1